(3-bromoethyl-oxetan-3-yl)-methanol BrCCC1(COC1)CO